2-(Dimethylamino)-1-(4-(6-isopropyl-5-(8-methoxy-[1,2,4]triazolo[1,5-a]pyridin-6-yl)-4H-pyrrolo[3,2-d]thiazol-2-yl)piperidin-1-yl)ethan-1-one CN(CC(=O)N1CCC(CC1)C=1SC2=C(N1)C(=C(N2)C=2C=C(C=1N(C2)N=CN1)OC)C(C)C)C